NCCCCCCCCCC(=O)N[C@H](C(=O)N1[C@@H](C[C@H](C1)O)C(=O)NCC1=CC=C(C=C1)C1=C(N=CS1)C)C(C)(C)C (2S,4R)-1-((S)-2-(10-Aminodecanoylamino)-3,3-dimethylbutyryl)-4-hydroxy-N-(4-(4-methylthiazol-5-yl)benzyl)pyrrolidine-2-carboxamide